cyclopentyl (R)-(5-(5-ethyl-1,2,4-oxadiazol-3-yl)-2,3-dihydro-1H-inden-1-yl)carbamate C(C)C1=NC(=NO1)C=1C=C2CC[C@H](C2=CC1)NC(OC1CCCC1)=O